N-(4-methylbenzoyl)piperazine-1-carboxamide CC1=CC=C(C(=O)NC(=O)N2CCNCC2)C=C1